3-Chloro-2-fluorocinnamic acid ClC=1C(=C(C=CC(=O)O)C=CC1)F